methyl 2-((6-(6-((4-cyano-2-fluorobenzyl) oxy) pyridin-2-yl)-3-azabicyclo[4.1.0]heptan-3-yl) methyl)-1-(((S)-oxetan-2-yl) methyl)-1H-benzo[d]imidazole-6-carboxylate C(#N)C1=CC(=C(COC2=CC=CC(=N2)C23CCN(CC3C2)CC2=NC3=C(N2C[C@H]2OCC2)C=C(C=C3)C(=O)OC)C=C1)F